naphtho[1,2-b]benzofuran-7-ol C1=CC=CC=2C=CC3=C(OC=4C3=C(C=CC4)O)C12